(E)-3-(5-(6-(2-(5-cyclopropyl-3-(3,5-dichloropyridin-4-yl)isoxazol-4-yl)vinyl)-3-azabicyclo[3.1.0]hex-3-yl)-1,2,4-thiadiazol-3-yl)-5-methoxybenzoic acid C1(CC1)C1=C(C(=NO1)C1=C(C=NC=C1Cl)Cl)/C=C/C1C2CN(CC12)C1=NC(=NS1)C=1C=C(C(=O)O)C=C(C1)OC